5-(Methylamino)-6-(1-methylbenzimidazol-4-yl)-3-[[3-methyl-1-(1-methyl-4-piperidyl)pyrazol-4-yl]amino]pyrazine-2-carboxamide formate salt C(=O)O.CNC=1N=C(C(=NC1C1=CC=CC=2N(C=NC21)C)C(=O)N)NC=2C(=NN(C2)C2CCN(CC2)C)C